1-(10-(1-hydroxyethyl)-9,9-dimethyl-7-(pyrrolidin-1-yl)anthracen-2(9H)-ylidene)pyrrolidin-1-ium iodide [I-].OC(C)C1=C2C=CC(C=C2C(C2=CC(=CC=C12)N1CCCC1)(C)C)=[N+]1CCCC1